N-(8-(methylamino)-5-(4,5,6,7-tetrahydrobenzo[d]oxazol-2-yl)-2,7-naphthyridin-3-yl)cyclopropanecarboxamide CNC=1N=CC(=C2C=C(N=CC12)NC(=O)C1CC1)C=1OC2=C(N1)CCCC2